C(C)(C)(C)OC(=O)N1C2=C(OC[C@@H]1C)N=C(C(=C2)CC2=CC=C(C=C2)F)C(=O)N2CC(C2)O.CC=2C=C(C=C(C2O)C)C(CCCCCCC)C2=CC(=C(C(=C2)C)O)C 1,1-bis(3,5-dimethyl-4-hydroxyphenyl)octane tert-butyl-(S)-7-(4-fluorobenzyl)-6-(3-hydroxyazetidine-1-carbonyl)-2-methyl-2,3-dihydro-1H-pyrido[2,3-b][1,4]oxazine-1-carboxylate